C(C)N1N=C2C(=CC=C(C2=C1)N1CCNCC1)C(=O)NC=1C=C(C=2N(C1)C=C(N2)C)F 2-ethyl-N-{8-fluoro-2-methylimidazo[1,2-a]pyridin-6-yl}-4-(piperazin-1-yl)indazole-7-carboxamide